Cl.NCCN1C(N(C(C1(C)C)=O)C1=CC(=C(C#N)C=C1)C(F)(F)F)=O 4-(3-(2-aminoethyl)-4,4-dimethyl-2,5-dioxoimidazolidin-1-yl)-2-(trifluoromethyl)benzonitrile hydrochloride